[Si](C1=CC=CC=C1)(C1=CC=CC=C1)(C(C)(C)C)OCC1C(C(OC1)=O)(C)F ((tert-butyldiphenylsilyl)oxy)methyl-3-fluoro-3-methyldihydrofuran-2(3H)-one